tri-zinc phosphate P(=O)([O-])([O-])[O-].[Zn+2].[Zn+2].[Zn+2].P(=O)([O-])([O-])[O-]